O1C=NC(=C1)CNC1NCC2=CC=CC=C12 ((oxazol-4-ylmethyl)amino)isoindolin